C(=O)O.C(C)C1=C(C=CC(=C1)O)N=C(N)C1=C(C=2N(N=C1)C=C(C2)C=2C=NC(=CC2C)OC)N[C@@H]2CC[C@H](CC2)O trans-N'-(2-ethyl-4-hydroxy-phenyl)-4-[(4-hydroxycyclohexyl)amino]-6-(6-methoxy-4-methyl-3-pyridyl)pyrrolo[1,2-b]pyridazine-3-carboxamidine formic acid salt